(6-benzyloxy-3-pyridyl)methanamine C(C1=CC=CC=C1)OC1=CC=C(C=N1)CN